(4R)-2-(diethylamino)-2-oxoethyl 4-((8R,9aS)-8-amino-1-oxo-5-phenethylhexahydro-1H-pyrrolo[1,2-a][1,4]diazepin-2(3H)-yl)-5-((3,4-dichlorobenzyl)amino)-5-oxopentanoate N[C@@H]1C[C@@H]2N(C(CCN(C2=O)[C@H](CCC(=O)OCC(=O)N(CC)CC)C(=O)NCC2=CC(=C(C=C2)Cl)Cl)CCC2=CC=CC=C2)C1